(R)-5-(3-(2-methyl-5-((3-(trifluoromethyl)phenyl)carbamoyl)phenyl)pyrrolidin-1-yl)nicotinamide CC1=C(C=C(C=C1)C(NC1=CC(=CC=C1)C(F)(F)F)=O)[C@@H]1CN(CC1)C=1C=NC=C(C(=O)N)C1